2-chloro-4-[[4-[[(1S)-2-hydroxy-1-phenyl-ethyl]amino]-5-[3-(trifluoromethyl)-1H-1,2,4-triazol-5-yl]pyrimidin-2-yl]amino]-N-methyl-benzamide ClC1=C(C(=O)NC)C=CC(=C1)NC1=NC=C(C(=N1)N[C@H](CO)C1=CC=CC=C1)C1=NC(=NN1)C(F)(F)F